C(#N)C=1N(N=C2C1N=CC=C2C2CCN(CC2)C(=O)OC(C)(C)C)C2=CC=C(C=C2)OC2=CC=C(C=C2)F tert-butyl 4-(3-cyano-2-(4-(4-fluorophenoxy)phenyl)-2H-pyrazolo[4,3-b]pyridin-7-yl)piperidine-1-carboxylate